2-(Cyclopropanecarboxamido)-6-methylpyrimidine-4-carboxylic acid methyl ester COC(=O)C1=NC(=NC(=C1)C)NC(=O)C1CC1